ClC1=C(C(=O)N2CCN(CC2)C(=O)C2CCN(CC2)C(=O)OC(C)(C)C)C=CC(=C1)NC(=O)C=1N(C(=CN1)C1=C(C(=C(C=C1)OC(F)F)F)Cl)C tert-butyl 4-[4-[2-chloro-4-[[5-[2-chloro-4-(difluoromethoxy)-3-fluoro-phenyl]-1-methyl-imidazole-2-carbonyl]amino]benzoyl]piperazine-1-carbonyl]piperidine-1-carboxylate